[Cl-].S(=O)(=O)(O)O.OC1[C@H](N)[C@@H](O)[C@H](O)[C@H](O1)CO.[Na+] sodium glucosamine sulfate chloride salt